N-(5,6-difluoro-1H-indol-3-yl)decane-1-sulfonamide FC=1C=C2C(=CNC2=CC1F)NS(=O)(=O)CCCCCCCCCC